CC1(CCC=2C(=NC(=NC2C1)N1CC2(CN(C2)C(C=C)=O)CC1)N[C@H](CC=1OC(=NN1)C)CC(C)C)C 1-(6-(7,7-dimethyl-4-(((2S)-4-methyl-1-(5-methyl-1,3,4-oxadiazol-2-yl)-2-pentanyl)amino)-5,6,7,8-tetrahydro-2-quinazolinyl)-2,6-diazaspiro[3.4]octan-2-yl)-2-propen-1-one